4-[2-(benzyloxy)-4-fluorophenyl]Pyrimidin-2-amine C(C1=CC=CC=C1)OC1=C(C=CC(=C1)F)C1=NC(=NC=C1)N